3-Amino-2-naphthoic acid NC=1C(=CC2=CC=CC=C2C1)C(=O)O